1-(oxazol-2-ylmethyl)-2-((4-(6-(pyridin-3-ylmethoxy)pyridin-2-yl)piperazin-1-yl)methyl)-1H-benzo[d]imidazole-6-carboxylic acid O1C(=NC=C1)CN1C(=NC2=C1C=C(C=C2)C(=O)O)CN2CCN(CC2)C2=NC(=CC=C2)OCC=2C=NC=CC2